Methyl (S)-2-(4-(N-((2,4-diaminopteridin-6-yl)methyl)formamido)benzamido)-5-((4-nitrophenyl)-amino)pentanoate NC1=NC2=NC=C(N=C2C(=N1)N)CN(C=O)C1=CC=C(C(=O)N[C@H](C(=O)OC)CCCNC2=CC=C(C=C2)[N+](=O)[O-])C=C1